C1(=CC=CC=C1)S(=O)C1=CC=CC=C1 Diphenyl sulfoxide